(3R)-1-[(4S)-7-(3,5-dimethylisoxazol-4-yl)-4-pyridin-2-yl-4,5-dihydroimidazo[1,5,4-de][1,4]benzoxazin-2-yl]-N-ethylpyrrolidine-3-carboxamide CC1=NOC(=C1C1=CC=C2C=3N([C@H](COC31)C3=NC=CC=C3)C(=N2)N2C[C@@H](CC2)C(=O)NCC)C